CC(C[C@@H](C(N[C@H](C=O)C[C@H]1C(NCC1)=O)=O)NC(OCC12CC3(C[C@H](C[C@@H](C1)C3)C2)O)=O)C ((1r,3R,5R,7S)-3-Hydroxyadamantan-1-yl)methyl ((S)-4-methyl-1-oxo-1-(((S)-1-oxo-3-((S)-2-oxopyrrolidin-3-yl)propan-2-yl)amino)pentan-2-yl)carbamate